CN1C(C2=CC=C(C=C2C=C1)C(=O)NC1=CC2=C(C=N1)C=C(N2)[C@@H]2N(CCCC2)C)=O (R)-2-methyl-N-(2-(1-methylpiperidin-2-yl)-1H-pyrrolo[3,2-c]pyridin-6-yl)-1-oxo-1,2-dihydroisoquinoline-6-carboxamide